C(C)OC1=C(C=CC(=N1)[C@@H](CS(=O)(=O)C)N1C(NC=2C1=NC=C(C2)C2=C(C=CC=C2)CC)=O)OC (S)-3-(1-(6-ethoxy-5-methoxypyridin-2-yl)-2-(methylsulfonyl)ethyl)-6-(2-ethylphenyl)-1H-imidazo[4,5-b]pyridin-2(3H)-one